FC1=C(NC2C3=CC=CC=C3C=3C=C(C=C(C23)C)C)C=C(C=C1)C(F)(F)F 9-(2-fluoro-5-trifluoromethylanilino)-1,3-dimethylfluorene